3-(4-((2-((R)-3-(4-amino-3-(4-phenoxyphenyl)-1H-pyrazolo[3,4-d]pyrimidine-1-yl)piperidin-1-yl)-2-oxoethyl)thio)-1-oxoisoindoline-2-yl)piperidine-2,6-dione NC1=C2C(=NC=N1)N(N=C2C2=CC=C(C=C2)OC2=CC=CC=C2)[C@H]2CN(CCC2)C(CSC2=C1CN(C(C1=CC=C2)=O)C2C(NC(CC2)=O)=O)=O